2-phenyl-1-(piperidin-4-yl)ethyl ((S)-1-(((S)-1-(benzo[d]thiazol-2-yl)-5-guanidino-1-oxopentan-2-yl)amino)-4-methyl-1-oxopentan-2-yl)carbamate S1C(=NC2=C1C=CC=C2)C([C@H](CCCNC(=N)N)NC([C@H](CC(C)C)NC(OC(CC2=CC=CC=C2)C2CCNCC2)=O)=O)=O